2-(4-(2,3-difluoro-4-(1H-pyrazol-4-yl)phenyl)piperidine-1-carbonyl)cyclohexane-1-one FC1=C(C=CC(=C1F)C=1C=NNC1)C1CCN(CC1)C(=O)C1C(CCCC1)=O